[Ti].[Ba] Barium-titanium